1-[4-[(6,7-Dimethoxy-1-isoquinolinyl)methyl]phenyl]pyrrolidin-2-one (2R,3S,4S)-4-hydroxy-2-{[4-(trifluoromethyl)phenyl]methyl}pyrrolidin-3-yl-N-[(3-fluorophenyl)methyl]carbamate O[C@@H]1[C@H]([C@H](NC1)CC1=CC=C(C=C1)C(F)(F)F)N(C(O)=O)CC1=CC(=CC=C1)F.COC=1C=C2C=CN=C(C2=CC1OC)CC1=CC=C(C=C1)N1C(CCC1)=O